lithium silicon phosphorus sulfochloride S(=O)(=O)(O)Cl.[P].[Si].[Li]